m-chlorophenylpropionic acid ClC=1C=C(C=CC1)C(C(=O)O)C